C1(CCCCC1)[C@@H](C)NC(=O)N1C(CC1=O)C(=O)O 1-{[(1R)-1-cyclohexylethyl]carbamoyl}-4-oxoazetidine-2-carboxylic acid